Tert-butyl 3-(5-(3-cyano-6-(2-hydroxy-2-methylpropoxy)pyrazolo[1,5-a]pyridin-4-yl)pyridin-2-yl)-3,6-diazabicyclo[3.1.1]heptane-6-carboxylate C(#N)C=1C=NN2C1C(=CC(=C2)OCC(C)(C)O)C=2C=CC(=NC2)N2CC1N(C(C2)C1)C(=O)OC(C)(C)C